FC(C1=NN=C(S1)N1C(N(C2=C1C=C(C=C2N2C[C@H](N(CC2)C(C(C)C)=O)C)S(=O)(=O)NC2(COC2)C)CC)=O)F 3-[5-(difluoromethyl)-1,3,4-thiadiazol-2-yl]-1-ethyl-N-[3-(methyl)oxetan-3-yl]-7-[(3R)-3-methyl-4-(2-methylpropanoyl)piperazin-1-yl]-2-oxo-1,3-benzodiazole-5-sulfonamide